N-(1-{4-[3-(propan-2-yl)imidazo[1,2-a]pyridin-6-yl]benzenesulfonyl}piperidin-4-yl)-5-[(trifluoromethyl)sulfanyl]pyridin-2-amine CC(C)C1=CN=C2N1C=C(C=C2)C2=CC=C(C=C2)S(=O)(=O)N2CCC(CC2)NC2=NC=C(C=C2)SC(F)(F)F